CCCCCCCCCCCCCCCCCCCCCCCCCCCCCCCC(CCCCCCCCCCCCCCCCC)=O nonatetracontan-32-one